r-butyric anhydride C(CCC)(=O)OC(CCC)=O